BrC(C(=O)OCC)C1=C(C(=CC(=C1)CC1=C(N=C(O1)[Si](C(C)C)(C(C)C)C(C)C)C)F)OC ethyl 2-bromo-2-(3-fluoro-2-methoxy-5-((4-methyl-2-(triisopropylsilyl)oxazol-5-yl)methyl)phenyl)acetate